4-benzyloxy-2-bromo-1-fluoro-benzene C(C1=CC=CC=C1)OC1=CC(=C(C=C1)F)Br